N1=C(N=CC=C1)CNCC1=NC=C(C#N)C=C1 6-(((pyrimidin-2-ylmethyl)amino)methyl)nicotinonitrile